C(CCC)(O)O (R)-butanediol